N-(1-(azetidin-1-ylmethyl)cyclopropyl)-2-(2-chloro-4-fluorophenoxy)propanamide N1(CCC1)CC1(CC1)NC(C(C)OC1=C(C=C(C=C1)F)Cl)=O